CC1=NNC(=C1C1=CC(=C(CCN2C[C@@H](C([C@@H](C2)O)O)O)C(=C1)F)F)C (3s,4r,5r)-1-(4-(3,5-dimethyl-1H-pyrazol-4-yl)-2,6-difluorophenethyl)piperidine-3,4,5-triol